CC=1C=C(C=CC1)C1CC(=NN1C=1SC=C(N1)C)C1=CC=C(C=C1)OC 2-(5-(3-methylphenyl)-3-(4-methoxyphenyl)-4,5-dihydro-1H-pyrazol-1-yl)-4-methylthiazole